4-(pentan-2-ylamino)pyridin CC(CCC)NC1=CC=NC=C1